O1CCC(CC1)NC1=NC2=CC=C(C=C2C=N1)B1OC(C(O1)(C)C)(C)C N-(oxan-4-yl)-6-(4,4,5,5-tetramethyl-1,3,2-dioxaborolan-2-yl)quinazolin-2-amine